C1(=CC(=CC=C1)C1=NC=NC=N1)C1=CC=CC=C1 [1,1'-biphenyl]-3-yl-1,3,5-triazine